bis(trifluoromethylsulfonyloxy)copper FC(S(=O)(=O)O[Cu]OS(=O)(=O)C(F)(F)F)(F)F